(2-fluoro Ethyl) (2,2-difluoroethyl) sulfate S(=O)(=O)(OCCF)OCC(F)F